aluminum tris(p-t-butylbenzoate) C(C)(C)(C)C1=CC=C(C(=O)[O-])C=C1.C(C)(C)(C)C1=CC=C(C(=O)[O-])C=C1.C(C)(C)(C)C1=CC=C(C(=O)[O-])C=C1.[Al+3]